NC1=NC=CC=C1C1=NC=2C(=NC(=CC2)C2=CC=CC=C2)N1C=1C=CC(=NC1)NC(=O)C1CC2C(C2C1)C(=O)OCC ethyl 3-((5-(2-(2-aminopyridin-3-yl)-5-phenyl-3H-imidazo[4,5-b]pyridin-3-yl)pyridin-2-yl)carbamoyl)bicyclo[3.1.0]hexane-6-carboxylate